N-(5-((2-amino-5-chloropyridin-3-yl)oxy)-2-methylphenyl)-3-methoxybenzamide NC1=NC=C(C=C1OC=1C=CC(=C(C1)NC(C1=CC(=CC=C1)OC)=O)C)Cl